1-(5-((4-((5-(furan-2-yl)-2-methoxyphenyl)amino)-7-methoxy-quinazolin-6-yl)oxy)-2-azabicyclo[2.2.1]heptan-2-yl)prop-2-en-1-one O1C(=CC=C1)C=1C=CC(=C(C1)NC1=NC=NC2=CC(=C(C=C12)OC1C2CN(C(C1)C2)C(C=C)=O)OC)OC